1,2-diphenyl-1,2-ethylenediamine D-(-)-tartrate C(=O)(O)[C@@H](O)[C@H](O)C(=O)O.C1(=CC=CC=C1)C(C(N)C1=CC=CC=C1)N